C(C)(C)(C)OC(NC=1SC2=C(N1)C(=CC=C2F)C2=C(C=1N=C(N=C(C1C=N2)N2C[C@](CCC2)(C)O)OCC21CCCN1CCC2)F)=O (R)-(7-fluoro-4-(8-fluoro-2-((hexahydro-1H-pyrrolizin-7a-yl)methoxy)-4-(3-hydroxy-3-methylpiperidin-1-yl)pyrido[4,3-d]pyrimidin-7-yl)benzo[d]thiazol-2-yl)carbamic acid tert-butyl ester